ClC1=NC(=CC(=N1)N1C(COC[C@@H]1CC)=O)CS(=O)(=O)C (S)-4-(2-chloro-6-((methylsulfonyl)methyl)pyrimidin-4-yl)-5-ethylmorpholin-3-one